ClC=1C(=C(C=CC1)C1(NC=NC2=CC(=C(C=C12)N)C#CC1(CN(CC1)C)C)N)F 4-(3-chloro-2-fluorophenyl)-7-((1,3-dimethylpyrrolidin-3-yl)ethynyl)quinazoline-4,6-diamine